C(#C)C1=C2C=NN(C2=CC(=C1)OC)C1OCCCC1 4-ethynyl-6-methoxy-1-(tetrahydro-2H-pyran-2-yl)-1H-indazole